ClC=1C(=NC(=NC1)NC=1C=CC(=NC1)C(=O)NC)N1C[C@]2(CN(C[C@]2(C1)C)C(=O)C1CC1)C 5-((5-Chloro-4-((3aR,6aS)-5-(cyclopropanecarbonyl)-3a,6a-dimethylhexahydropyrrolo[3,4-c]pyrrol-2(1H)-yl)pyrimidin-2-yl)amino)-N-methylpicolinamide